(S)-4-(((S)-3-fluoro-2-methoxypropyl)(4-(5,6,7,8-tetrahydro-1,8-naphthyridin-2-yl)butyl)amino)-2-(2-(pyrazin-2-yl)acetamido)butanoic acid FC[C@H](CN(CC[C@@H](C(=O)O)NC(CC1=NC=CN=C1)=O)CCCCC1=NC=2NCCCC2C=C1)OC